tert-butyl (R)-2-(((R)-1-(2,6-dichloropyridin-4-yl)-2-(((trifluoromethyl)sulfonyl)oxy)ethoxy)methyl)-3-methylbutanoate ClC1=NC(=CC(=C1)[C@H](COS(=O)(=O)C(F)(F)F)OC[C@H](C(=O)OC(C)(C)C)C(C)C)Cl